C(C1=CC=CC=C1)N1N=C(C2=C1CN(C2)C(=O)C2=CC=C(C=C2)C2(COC2)O)C2=CC=C(C=C2)C(F)(F)F (1-benzyl-3-(4-(trifluoromethyl)phenyl)-4,6-dihydropyrrolo[3,4-c]pyrazol-5(1H)-yl)(4-(3-hydroxyoxetan-3-yl)phenyl)methanone